ClC1=CC=C(C=C1)N1C(=NN=C1[C@@H]1CC[C@H](CC1)OC1=NC=CC=C1)CO trans-(4-(4-Chlorophenyl)-5-(4-(pyridin-2-yloxy)cyclohexyl)-4H-1,2,4-triazol-3-yl)methanol